BrC1=NC(=C(C2=CN=C(C=C12)C1=CC=CC=C1)O)C(=O)OC Methyl 1-bromo-4-hydroxy-7-phenyl-2,6-naphthyridine-3-carboxylate